BrC1=CC=C2C=C(C=NC2=C1)NC1=NC(=NC=C1)NC1=CC(=C(C=C1)OC1CC(C1)N(C)C)OC 4-(7-bromo-3-quinolylamino)-2-{3-methoxy-4-[(1r,3r)-3-(dimethylamino)cyclobutoxy]phenylamino}pyrimidine